CC1=C(SC2=C1N=NC=C2NCC=2SC=CC2)C[C@@H]2NCCC2 7-methyl-6-[(2R)-pyrrolidin-2-ylmethyl]-N-(thiophen-2-ylmethyl)thieno[3,2-c]pyridazin-4-amine